ethyl-1-[(±)-1-(benzyloxy)propan-2-yl]-4-hydroxy-5-oxo-2,5-dihydro-1H-pyrrole C(C)C1N(C(C(=C1)O)=O)[C@@H](COCC1=CC=CC=C1)C |r|